Cl.C(CCC)(=O)C1CCNCC1 4-butyrylpiperidine hydrochloride